ClC1=NC=C(C(=N1)NCC1=C(C=C(C=C1)C=1N(C=C(N1)C(F)(F)F)C)OC)OC 2-chloro-5-methoxy-N-(2-methoxy-4-(1-methyl-4-(trifluoromethyl)-1H-imidazol-2-yl)benzyl)pyrimidin-4-amine